COC(=O)C1=CC=C2C=NN(C2=C1)C1CC1 1-Cyclopropylindazole-6-carboxylic acid methyl ester